4-(pyridin-4-ylmethoxy)but-2-yn-1-ol tert-butyl-3-(2-methylthio-5-oxo-5,7-dihydro-6H-pyrrolo[3,4-d]pyrimidin-6-yl)propanoate C(C)(C)(C)C(C(=O)OCC#CCOCC1=CC=NC=C1)CN1CC=2N=C(N=CC2C1=O)SC